tert-butyl ((1-(2-(4-hydroxybutoxy)ethyl)-2-oxo-1,2-dihydropyridin-3-yl)methyl)carbamate OCCCCOCCN1C(C(=CC=C1)CNC(OC(C)(C)C)=O)=O